N'-(5-bromopyridin-2-yl)-N,N-dimethylacetimidamide BrC=1C=CC(=NC1)N=C(C)N(C)C